(3R,5S)-1-(7-(8-ethylnaphthalen-1-yl)-2-((tetrahydro-1H-pyrrolizin-7a(5H)-yl)methoxy)-5,6,7,8-tetrahydropyrido[3,4-d]pyrimidin-4-yl)-5-methylpiperidin-3-ol C(C)C=1C=CC=C2C=CC=C(C12)N1CC=2N=C(N=C(C2CC1)N1C[C@@H](C[C@@H](C1)C)O)OCC12CCCN2CCC1